C(=O)C12C3(CCC(C2CCC1)C3)C=O bisformyltricyclo[5.2.1.02,6]Decane